C12C=CC(C3C1C(NC3=O)=O)O2 oxanorbornene-5,6-dicarboximide